C1(CC1)C1=CC(=C(C(=O)NC=2C=CC=3N(C2)C(=NN3)O)C=C1C(F)(F)F)OC1=C(C=C(C=C1)F)C 4-Cyclopropyl-2-(4-fluoro-2-methylphenoxy)-N-(3-hydroxy-[1,2,4]triazolo[4,3-a]pyridin-6-yl)-5-(trifluoromethyl)benzamide